5-amino-2-(1-methyl-1,2,3,6-tetrahydropyridin-4-yl)-N-{[2-(trifluoromethyl)phenyl]methyl}-1,3-thiazole-4-carboxamide NC1=C(N=C(S1)C=1CCN(CC1)C)C(=O)NCC1=C(C=CC=C1)C(F)(F)F